3-FORMYL-6-METHYLCHROMONE C(=O)C1=COC2=CC=C(C=C2C1=O)C